BrCCCCOC1=NC2=CC=CC=C2C=C1 (4-bromobutoxy)quinoline